C(C)N(C1=CC=C(C=C1)N=NC1=CC=C(C=C1)[N+](=O)[O-])CCO N-Ethyl-N-(2-hydroxyethyl)-4-(4-nitrophenylazo)aniline